1-(2,3-Dichlorophenyl)-4-(3-((2,2-diethyl-4-(pyridin-2-yl)tetrahydro-2H-pyran-4-yl)oxy)propyl)piperazine ClC1=C(C=CC=C1Cl)N1CCN(CC1)CCCOC1(CC(OCC1)(CC)CC)C1=NC=CC=C1